3-(3-[(3-Fluoro-2-methoxyphenyl)amino]-4-oxo-2-{3-[(2R)-pyrrolidin-2-ylmethoxy]pyridin-4-yl}-4,5,6,7-tetrahydro-1H-pyrrolo[3,2-c]pyridin-7-yl)propanal FC=1C(=C(C=CC1)NC1=C(NC2=C1C(NCC2CCC=O)=O)C2=C(C=NC=C2)OC[C@@H]2NCCC2)OC